N'-Fmoc-L-lysine C(=O)(OCC1C2=CC=CC=C2C2=CC=CC=C12)NCCCC[C@H](N)C(=O)O